4-[6-(dimethylcarbamoyl)-5-(4-fluorophenyl)-1H-pyrazolo[4,3-g]Quinolin-7-yl]-3-methoxy-benzoic acid (trifluoroacetate) FC(C(=O)O)(F)F.CN(C(=O)C=1C(=NC2=CC3=C(C=C2C1C1=CC=C(C=C1)F)C=NN3)C3=C(C=C(C(=O)O)C=C3)OC)C